Ethyl 2-(2-chloro-5-((2-((2-(4-(trifluoromethoxy)phenyl)-1H-benzo[d]imidazol-1-yl)methyl)phenoxy)methyl)phenyl)acetate ClC1=C(C=C(C=C1)COC1=C(C=CC=C1)CN1C(=NC2=C1C=CC=C2)C2=CC=C(C=C2)OC(F)(F)F)CC(=O)OCC